2-(methylpentyl)-4,5-dihydro-1,3-oxazine CC(CCCC)C=1OCCCN1